C1(CCCCC1)CNC(OC1=CC(=CC=C1)C1=NC=CC(=C1)C=1OC=NN1)=O 3-(4-(1,3,4-oxadiazol-2-yl)pyridin-2-yl)phenyl (cyclohexylmethyl)carbamate